5,8-difluoro-N-[2-[3-methoxy-4-[[4-(trifluoromethyl)-2-pyridinyl]oxy]phenyl]ethyl]-4-quinazolinamine FC1=C2C(=NC=NC2=C(C=C1)F)NCCC1=CC(=C(C=C1)OC1=NC=CC(=C1)C(F)(F)F)OC